[Br-].BrCCCCC[N+](C)(C)C 5-bromopentyl-trimethyl-ammonium bromide